C(CC(=O)C)(=O)[O-] ACETOACETATE